tert-Butyl 2-(4-(4-(1-((4-fluorophenyl)carbamoyl)cyclopropane-1-carboxamido)phenoxy)quinoline-7-carbonyl)hydrazine-1-carboxylate FC1=CC=C(C=C1)NC(=O)C1(CC1)C(=O)NC1=CC=C(OC2=CC=NC3=CC(=CC=C23)C(=O)NNC(=O)OC(C)(C)C)C=C1